C(C)(C)(C)OC(=O)N1C(C2=C(C=CC(=C2C1)C1=CN(C2=NC=CC=C21)C(=O)OC(C)(C)C)C=O)=O tert-butyl 3-(2-(tert-butoxycarbonyl)-7-formyl-1-oxoisoindol-4-yl)-1H-pyrrolo[2,3-b]pyridine-1-carboxylate